C(C)(C)(C)OC(=O)N1[C@@H](CC(CC(C1)=O)C#N)CO[Si](C1=CC=CC=C1)(C1=CC=CC=C1)C(C)(C)C.C(CCCCCCC)(=O)OCC(O)CO Glyceryl monocaprylate tert-butyl-(2S)-2-(((tert-butyldiphenylsilyl)oxy)methyl)-4-cyano-6-oxoazepane-1-carboxylate